C1(=CC=C(C=C1)OCC1OC1)OCC1OC1 2,2'-[1,4-Phenylenedi(oxymethylene)]dioxirane